C(C)OC(=O)C1=NC(=C(N=C1N1CCC(CC1)(C)C(C)NC(=O)OC(C)(C)C)C)C=1C=NC=C(C1Cl)Cl 3-(4-(1-((tert-butoxycarbonyl)amino)ethyl)-4-methylpiperidin-1-yl)-6-(4,5-dichloropyridin-3-yl)-5-methylpyrazine-2-carboxylic acid ethyl ester